3-[5-({[3-(3-chloro-4-methylphenyl)-1,2,4-oxadiazol-5-yl]amino}methyl)-1-oxo-3H-isoindol-2-yl]piperidine-2,6-dione ClC=1C=C(C=CC1C)C1=NOC(=N1)NCC=1C=C2CN(C(C2=CC1)=O)C1C(NC(CC1)=O)=O